NCCOCCNC(C1=C(C=C(C=C1)NC=1C=2N(C=CN1)C(=CN2)C=2C(=NN(C2)C2CCCC2)C(F)(F)F)CC)=O N-[2-(2-aminoethoxy)ethyl]-4-[[3-[1-cyclopentyl-3-(trifluoromethyl)pyrazol-4-yl]imidazo[1,2-a]pyrazin-8-yl]amino]-2-ethylbenzamide